OCCC[P+](C1=CC=CC=C1)(C1=CC=CC=C1)C1=CC=CC=C1 3-hydroxypropyl-triphenylphosphonium